C(C)C(COC(=O)OOC(=O)OCC(CCCC)CC)CCCC.C(=O)(OC1CCC(CC1)C(C)(C)C)OOC(=O)OC1CCC(CC1)C(C)(C)C di(4-tert-butylcyclohexyl) peroxydicarbonate di(2-ethylhexyl)peroxydicarbonate